FC=1C=C(C=CC1)S(=O)(=O)OC1=C(C(=C(C(=C1F)F)F)F)F perfluorophenyl 3-fluorobenzenesulfonate